4-((S)-1-((s)-1-((5-(2,4-difluorophenoxy)pyridin-2-yl)amino)-1-oxopropan-2-yl)-4,4-difluoropiperidin-3-yl)-2-(hydroxymethyl)pyridine 1-oxide FC1=C(OC=2C=CC(=NC2)NC([C@H](C)N2C[C@@H](C(CC2)(F)F)C2=CC(=[N+](C=C2)[O-])CO)=O)C=CC(=C1)F